(7-aminobenzo[d][1,3]dioxol-4-yl)dimethylphosphine oxide NC1=CC=C(C2=C1OCO2)P(C)(C)=O